S(=O)(=O)(O)C1=CC=C(C)C=C1.N=1C=C(N2C1C=CC=C2)C(=O)N imidazo[1,2-a]pyridine-3-carboxamide monotosylate